C1(CC1)C(=O)/C(/C(=O)OCC)=C/OCC (Z)-Ethyl 2-(cyclopropanecarbonyl)-3-ethoxyacrylate